di-t-butyl-phenyl-phosphine C(C)(C)(C)P(C1=CC=CC=C1)C(C)(C)C